3-pentafluoropropylthiophene-2-sulfonate FC(CC(F)(F)F)(C1=C(SC=C1)S(=O)(=O)[O-])F